C(CCCCCC)(=O)[O-].C(C1=CC=CC=C1)[N+](C)(C)CC(C)O benzyl-(2-hydroxypropyl)-dimethyl-ammonium heptanoate